ClC1=CC=2N(C(N(C=3N=CC(=CC3C2C=C1)F)CC)=O)C1=C(C=C(C=C1F)NCCNCCO)F 13-chloro-10-[2,6-difluoro-4-({2-[(2-hydroxyethyl)amino]ethyl}amino)phenyl]-8-ethyl-4-fluoro-6,8,10-triazatricyclo[9.4.0.02,7]pentadeca-1(11),2(7),3,5,12,14-hexaen-9-one